C(C)N(C(=O)OC=1C=NC=CC1B(O)O)CC 3-((DIETHYLCARBAMOYL)OXY)PYRIDINE-4-BORONIC ACID